4-methyl-3-(1,2,3,4-tetrahydroquinoline-1-carbonyl)-N-(m-tolyl)benzenesulfonamide CC1=C(C=C(C=C1)S(=O)(=O)NC=1C=C(C=CC1)C)C(=O)N1CCCC2=CC=CC=C12